CC1=CC=C(C(C2=CC=CC=C2)(C2=CC=CC=C2)NCCC[C@H](N)C(=O)O)C=C1 (Ndelta-4-methyltrityl)-L-ornithine